6-(methoxy)-tetralone COC=1C=C2CCCC(C2=CC1)=O